C(CCCCCCCCC)(=O)N[C@H](C(=O)NCCC(=O)O)C (S)-3-(2-decanamidopropionamido)propionic acid